P-MENTHA-1,4-DIENE C1(=CCC(=CC1)C(C)C)C